CN1CCN(CC1)C=1C=C(C=CC1)NC1=CC=C2C(=N1)NC=C2C2=CC=1N(C=C2)N=CC1C=1C=NC=CC1 N-(3-(4-methylpiperazin-1-yl)phenyl)-3-(3-(pyridin-3-yl)pyrazolo[1,5-a]pyridin-5-yl)-1H-pyrrolo[2,3-b]pyridin-6-amine